C1(=CC=CC=C1)N1C(=NC2=C1C1=CC=CC=C1C=1C=CC=CC12)C1=CC(=CC=C1)C=1C=CC=2N(C3=CC=CC=C3C2C1)C1=NC=CC=N1 1-phenyl-2-(3-(9-(pyrimidin-2-yl)-9H-carbazol-3-yl)phenyl)-1H-phenanthro[9,10-d]imidazole